3,3,3-Trifluoropropyltrifluoromethanesulfonate FC(CCOS(=O)(=O)C(F)(F)F)(F)F